tert-butyl ((2S)-1-(((2,3-bis(4-fluorophenyl)cyclopropane-1-carbonyl)oxy)amino)-1-iminopropan-2-yl)carbamate FC1=CC=C(C=C1)C1C(C1C1=CC=C(C=C1)F)C(=O)ONC([C@H](C)NC(OC(C)(C)C)=O)=N